ClC=1C(=C(C=CC1)NC=1C2=C(N=CN1)C=CC(=N2)N2CC1CCC(C2)N1C(C=C)=O)F 1-(3-(4-((3-chloro-2-fluorophenyl)amino)pyrido[3,2-d]pyrimidin-6-yl)-3,8-diazabicyclo[3.2.1]octan-8-yl)prop-2-en-1-one